[Mn].[Fe].[Ni].C(#N)CC(=O)N1C[C@@H](OCC1)COC1=NC=CC2=CC(=C(C=C12)OC(C)C)C(=O)N 1-{[(2R)-4-(cyanoacetyl)morpholin-2-yl]methoxy}-7-(prop-2-yloxy)isoquinoline-6-carboxamide nickel-iron-manganese